N1[C@H](CC1)COC=1C=NC=CC1C1=C(C=2C(NCCC2N1)=O)NC1=C(C(=C(C=C1)F)F)OC 2-{3-[(2R)-azetidin-2-ylmethoxy]pyridin-4-yl}-3-[(3,4-difluoro-2-methoxyphenyl)amino]-1H,5H,6H,7H-pyrrolo[3,2-c]pyridin-4-one